BrC=1C(=C(C=CC1)N1CC2=CC(=CC=C2C1)I)Cl 2-(3-bromo-2-chlorophenyl)-6-iodoisoindolin